bis(tricyclopentyloxypropyl) trisulfide C1(CCCC1)OC(CCSSSCCC(OC1CCCC1)(OC1CCCC1)OC1CCCC1)(OC1CCCC1)OC1CCCC1